C(=O)(O)CCNC=1N=[N+](C2=C([N+]1[O-])C=C(C=C2)OC)[O-] 3-((2-carboxyethyl)amino)-6-methoxybenzo[e][1,2,4]Triazine-1,4-dioxide